N1CCC(CC1)N1C=CC2=C1N=CN=C2C2=CC=C(CNC(C1=CC=CC=C1)=O)C=C2 N-(4-(7-(piperidin-4-yl)-7H-pyrrolo[2,3-d]pyrimidin-4-yl)benzyl)benzamide